C(C)(C)(C)C1=CC=C(C=C1)Br 4-tertbutyl-1-bromobenzene